ethyl 3-(4-fluorophenyl)-2,4-dioxo-1-((tetrahydro-2H-pyran-4-yl) methyl)-1,2,3,4-tetrahydropyrimidine-5-carboxylate FC1=CC=C(C=C1)N1C(N(C=C(C1=O)C(=O)OCC)CC1CCOCC1)=O